C(C)OC(CCC(=O)C1=NC2=CC(=CC=C2C(=C1O)C#N)C1=CC(=CC=C1)F)=O 4-[4-cyano-7-(3-fluoro-phenyl)-3-hydroxy-quinolin-2-yl]-4-oxo-butyric acid ethyl ester